C1(CC1)C=1C2=C(C(N(C1)C1=CC(=CC=C1)C1(CC(C1)(F)F)C=1OC=NN1)=O)NC(=C2)CN2C[C@H](CCC2)C 4-cyclopropyl-6-[3-[3,3-difluoro-1-(1,3,4-oxadiazol-2-yl)cyclobutyl]phenyl]-2-[[(3S)-3-methylpiperidin-1-yl]methyl]-1H-pyrrolo[2,3-c]pyridin-7-one